CN1N=CC2=CC=C(C=C12)C=1C2=C(NN1)C1=C(C2)SC(=C1)C=1C=CC(=NC1)CN1CCOCC1 4-((5-(3-(1-methyl-1H-indazol-6-yl)-1,4-dihydrothieno[2',3':4,5]cyclopenta[1,2-c]pyrazol-6-yl)pyridin-2-yl)methyl)morpholine